COC(CC1CCN(CC1)C=1C=C(C=C(C1)F)C1C(NC(CC1)=O)=O)OC 3-[3-[4-(2,2-dimethoxyethyl)-1-piperidinyl]-5-fluorophenyl]-piperidine-2,6-dione